4-cyano-3-(4-fluorophenyl-sulfonyl)-2-hydroxy-2-methyl-3-(trifluoromethyl)propanamide C(#N)C1(CC=C(C=C1)S(=O)(=O)C(C(C(=O)N)(C)O)C(F)(F)F)F